C(C)(C)(C)OC(=O)N(C(OC(C)(C)C)=O)C1=NC=C(C=2C1=CN(N2)C2OCCCC2)NC(C(=O)N(CC2=NC=CC=C2C)C(C(C)C)C)=O tert-butyl N-tert-butoxycarbonyl-N-[7-[[2-[1,2-dimethylpropyl-[(3-methyl-2-pyridyl)methyl]amino]-2-oxo-acetyl]amino]-2-tetrahydropyran-2-yl-pyrazolo[4,3-c]pyridin-4-yl]carbamate